OC[C@H]1N(CC2=CC(=CC=C2C1)C1=CC=C(C=C1)C(F)(F)F)C(C=C)=O (S)-1-(3-(hydroxymethyl)-7-(4-(trifluoromethyl)phenyl)-3,4-dihydroisoquinolin-2(1H)-yl)prop-2-En-1-one